O=C1NC2=CC=C3C(=C2C2(N1)CCCCC2)OC(=C3)C(=O)NCC#C 7'-oxo-N-(prop-2-yn-1-yl)-7',8'-dihydro-6'H-spiro[cyclohexane-1,9'-furo[2,3-f]quinazoline]-2'-carboxamide